[Si](C)(C)(C(C)(C)C)OC1=C(C=C2C3=C(C(OC2=C1)=O)C=C(C=C3)O[Si](C)(C)C(C)(C)C)C 3,8-bis((t-butyldimethylsilyl)oxy)-2-methyl-6H-benzo[c]chromen-6-one